N-[(3-aminoquinoxalin-6-yl)methyl]-N-(5-chloro-2-methanesulfonylphenyl)-2-methylpyrimidine-5-carboxamide NC=1C=NC2=CC=C(C=C2N1)CN(C(=O)C=1C=NC(=NC1)C)C1=C(C=CC(=C1)Cl)S(=O)(=O)C